tert-butyl 3-(5-(bromomethyl)-6-methoxypyridin-3-yl)-4,4-difluoropiperidine-1-carboxylate BrCC=1C=C(C=NC1OC)C1CN(CCC1(F)F)C(=O)OC(C)(C)C